ClC1=C(C(=CC=C1Cl)OC)[C@H]1C[C@H](N(CC1)C(=O)C1OC1)CO [(2S,4R)-4-(2,3-dichloro-6-methoxyphenyl)-1-(oxirane-2-carbonyl)piperidin-2-yl]methanol